N[C@@]1([C@@H](OCC1)CCCB(O)O)C(=O)O (2S,3S)-3-amino-2-(3-boronopropyl)tetrahydrofuran-3-carboxylic acid